FC(C1(CCC1)OCCO)(F)F 2-(1-(trifluoromethyl)cyclobutoxy)ethane-1-ol